(R)-N-(4-(1-(3-(difluoromethyl)-2-fluorophenyl)ethylamino)-2-methylpyrido[2,3-d]pyrimidin-6-yl)morpholine-4-carboxamide FC(C=1C(=C(C=CC1)[C@@H](C)NC=1C2=C(N=C(N1)C)N=CC(=C2)NC(=O)N2CCOCC2)F)F